(4r,7s)-2-(4-fluorophenyl)-3-(1H-pyrazolo[3,4-b]pyridin-4-yl)-4,5,6,7-tetrahydro-4,7-methanopyrazolo[1,5-a]pyridine FC1=CC=C(C=C1)C1=NN2C([C@@H]3CC[C@H]2C3)=C1C1=C3C(=NC=C1)NN=C3